ClC1=NC=C(C(=N1)C1=CC=CC(=N1)N1C(CCCC1)=O)F 1-[6-(2-chloro-5-fluoro-pyrimidin-4-yl)-2-pyridyl]piperidin-2-one